6-bromo-2'-fluoro-spiro[2,3-dihydroisoquinolin-4,1'-cyclopropan]-1-one BrC=1C=C2C(=CC1)C(NCC21C(C1)F)=O